C(CCCCCCCCCCC)OS(=O)(=O)[O-].[Na+].C(CCCCCCCCCCCCCCC)CCCCCCCCCCCCCCCCCCOS(=O)(=O)[O-].[Na+] Natrium cetylstearylsulfat Natrium laurylsulfat